FC1=C(C=CC(=C1)F)C(C(C(=O)OCC)Br)Br ethyl 3-(2,4-difluorophenyl)-2,3-dibromopropionate